CC(C(=O)OC1CCN(CC1)C(=O)OC(C)(C)C)=C 1,1-dimethylethyl 4-[(2-methyl-1-oxo-2-propen-1-yl) oxy]-1-piperidinecarboxylate